(R)-3-(acetamidomethyl)-1-(4-(trifluoromethyl)phenyl)-2,3-dihydro-1H-pyrido[2,3-b][1,4]oxazine-6-carboxamide C(C)(=O)NC[C@@H]1CN(C2=C(O1)N=C(C=C2)C(=O)N)C2=CC=C(C=C2)C(F)(F)F